((3-chloro-2-methoxyphenyl)amino)-2-(3-((6-vinylpyrazin-2-yl)methoxy)pyridin-4-yl)-1,5,6,7-tetrahydro-4H-pyrrolo[3,2-c]pyridin-4-one ClC=1C(=C(C=CC1)NN1C(=CC=2C(NCCC21)=O)C2=C(C=NC=C2)OCC2=NC(=CN=C2)C=C)OC